C1(=CC=CC=C1)NC(=O)C=1SC(=CC1)C1=CC=C(C=C1)OC1CCNCC1 N-Phenyl-5-(4-(piperidin-4-yloxy)phenyl)thiophene-2-carboxamide